(R)-1,3-dimethyl-N-(5-(3-methyl-1,2,4-oxadiazol-5-yl)-2,3-dihydro-1H-inden-1-yl)-1H-pyrazole-4-carboxamide CN1N=C(C(=C1)C(=O)N[C@@H]1CCC2=CC(=CC=C12)C1=NC(=NO1)C)C